FC(OC1=CC=CC=2C(N([C@H]3C=4C([C@@H](C21)C3)=C3N(N4)C=CC(=C3)C3CCC(CC3)O)C)=O)F (7R,14S)-1-(difluoromethoxy)-12-(4-hydroxycyclohexyl)-6-methyl-6,7-dihydro-7,14-methanobenzo[c]pyrido[1',2':1,5]pyrazolo[4,3-f]azocin-5(14H)-one